1-(1-(1-(8-((4-(Benzo[d]thiazol-5-ylamino)-6-(tert-butylsulfonyl)quinolin-7-yl)oxy)octanoyl)piperidin-4-yl)-1H-indol-4-yl)dihydropyrimidine-2,4(1H,3H)-dione S1C=NC2=C1C=CC(=C2)NC2=CC=NC1=CC(=C(C=C21)S(=O)(=O)C(C)(C)C)OCCCCCCCC(=O)N2CCC(CC2)N2C=CC1=C(C=CC=C21)N2C(NC(CC2)=O)=O